5ALPHA-ANDROSTANE C[C@@]12CCC[C@H]1[C@@H]1CC[C@H]3CCCC[C@]3(C)[C@H]1CC2